[5-(6-methylpyrimidin-4-yl)-1H-pyrazole-3-carbonyl]-4-azaspiro[2.5]octane-7-carboxylic acid CC1=CC(=NC=N1)C1=CC(=NN1)C(=O)C1CC12NCCC(C2)C(=O)O